FC1=CC=C(C=C1)C[C@H]1CN(CCC1)C(=O)C=1C=C(C=NC1C(F)(F)F)C1=CC(=C2C=NC=NN21)C(F)(F)F 7-{5-[(3S)-3-[(4-fluorophenyl)methyl]piperidine-1-carbonyl]-6-(trifluoromethyl)pyridin-3-yl}-5-(trifluoromethyl)pyrrolo[2,1-f][1,2,4]triazin